N1=CC=C(C=C1)C1(CCCC1)C(=O)Cl 1-(pyridin-4-yl)cyclopentane-1-carbonyl chloride